1-(4-((3-chloro-1H-pyrrolo[2,3-b]pyridin-4-yl)oxy)-2-fluorophenyl)-3-(4-((3-fluoropiperidin-4-yl)oxy)-3-(trifluoromethyl)phenyl)urea ClC1=CNC2=NC=CC(=C21)OC2=CC(=C(C=C2)NC(=O)NC2=CC(=C(C=C2)OC2C(CNCC2)F)C(F)(F)F)F